FC(CCCCCCCNC1=C(C(=O)O)C=CC=C1)(F)F (8,8,8-trifluorooctylamino)benzoic acid